ClC=1C=NC=C(C1C(ON1N=C(C2=CC=CC=C12)C(=O)NC1=CC=C(C=C1)N1CCN(CC1)CC)C)Cl 1-(3,5-dichloropyridin-4-yl)ethoxyl-N-(4-(4-ethylpiperazin-1-yl)phenyl)-1H-indazole-3-carboxamide